CN1N=C2C=C(C(=CC2=C1)N)OC1CCOCC1 2-methyl-6-((tetrahydro-2H-pyran-4-yl)oxy)-2H-indazol-5-amine